C(=O)C=1C=C(C(=O)N2C[C@@H](CCC2)NC(OC(C)(C)C)=O)C=CN1 tert-butyl (R)-(1-(2-formylisonicotinoyl)piperidin-3-yl)carbamate